5-(4-(trifluoromethyl)phenoxy)quinoline-2-carboxylic acid FC(C1=CC=C(OC2=C3C=CC(=NC3=CC=C2)C(=O)O)C=C1)(F)F